FC1=C(C=NC(=C1)NC(C=C)=O)C=1C=NC=C(C1)C(C(NC=1SC(=CN1)C(F)(F)F)=O)C N-(4-fluoro-5'-(1-oxo-1-((5-(trifluoromethyl)thiazol-2-yl)amino)propan-2-yl)[3,3'-bipyridin]-6-yl)acrylamide